FC(COC=1C=C2C(=C(C(N(C2=CC1)C)=O)C(=O)N)N1CCC(CC1)C=1OC2=C(N1)C=C(C=C2)C)F 6-(2,2-difluoroethoxy)-1-methyl-4-[4-(5-methyl-1,3-benzooxazol-2-yl)piperidin-1-yl]-2-oxo-1,2-dihydroquinoline-3-carboxamide